C[C@@H](CC=O)CCC=C(C)C (3R)-3,7-dimethyloct-6-enal